Methylenbisacrylamide C(C=CC(=O)N)C=CC(=O)N